The molecule is conjugate acid of S-adenosylmethioninamine arising from protonation of the primary amino group. It has a role as a human metabolite and a Saccharomyces cerevisiae metabolite. It is a sulfonium compound and an ammonium ion derivative. It is a conjugate acid of a S-adenosylmethioninamine. C[S+](CCC[NH3+])C[C@@H]1[C@H]([C@H]([C@@H](O1)N2C=NC3=C(N=CN=C32)N)O)O